C(C(C)(C)C)(=O)OCN1C=NC(=C1)N(C)C(C(=O)O)CC (1-((pivaloyloxy)methyl)-1H-imidazol-4-yl-(methyl)amino)butanoic acid